C(C)S(=O)C=1OC2=C(C=C(C=C2C(C1C)=O)F)C(C)NC1=C(C(=O)O)C=CC=C1 2-[1-(2-Ethylsulfinyl-6-fluoro-3-methyl-4-oxo-chromen-8-yl)ethylamino]benzoic acid